2-(4-cyano-2,6-diisopropylphenyl)-N-(4-((dimethylamino)methyl)phenylsulfonimidoyl)acetamide C(#N)C1=CC(=C(C(=C1)C(C)C)CC(=O)NS(=O)(=N)C1=CC=C(C=C1)CN(C)C)C(C)C